5-Aminopentanol hydrochlorid Cl.NCCCCCO